C1(CC1)C=1C(=C(C=C(C1)C1=C(C=C(C=C1OCCCC=C)C(F)(F)F)C)[C@H](CC(=O)OCC)NC([C@@H](CC=C)O)=O)F Ethyl (S)-3-(5-cyclopropyl-4-fluoro-2'-methyl-6'-(pent-4-en-1-yloxy)-4'-(trifluoromethyl)-[1,1'-biphenyl]-3-yl)-3-((R)-2-hydroxypent-4-enamido)propanoate